CN1C(=NC=C1C1=CC=CC=C1)C 1,2-dimethyl-5-phenyl-imidazole